(1R,2S)-2-(4'-((S,E)-4-hydroxy-3-(2-((S)-1-hydroxyethyl)-1H-imidazol-1-yl)but-1-en-1-yl)-[1,1'-biphenyl]-4-yl)cyclopropyl acetate C(C)(=O)O[C@H]1[C@@H](C1)C1=CC=C(C=C1)C1=CC=C(C=C1)\C=C\[C@@H](CO)N1C(=NC=C1)[C@H](C)O